[NH4+].N(S(=O)(=O)[O-])S(=O)(=O)[O-].[NH4+] iminodisulfonic acid ammonium salt